C(C)OC1=NC=C(C=C1)OCC 2,5-diethoxypyridine